CC1C(CCC1)(O)CN1N=CN=C1 2-methyl-1-(1H-1,2,4-triazol-1-ylmethyl)cyclopentanol